C(CCC)(=O)NCCCNCCCCNCCCN butyryl-spermin